[Si](C)(C)(C(C)(C)C)OC1(CCCCC1)C#CC1=C(CON=C2CCCCC2)C=CC=C1 Cyclohexanone O-(2-((1-((tert-butyldimethylsilyl)oxy)cyclohexyl)ethynyl)benzyl) oxime